N(=C=O)C1C(CC(CC1C)N=C=O)(C)C 1,4-Diisocyanato-2,2,6-trimethylcyclohexan